C(#N)[C@H]1N(CCC1)C(=O)C1CC=C(CC1)C=1C(=NC(=NC1)NC=1C=NN(C1)C)C=1C=C(C=CC1)C=CC(=O)[NH-] N-(3-(5-(4-((S)-2-cyanopyrrolidine-1-carbonyl)cyclohex-1-en-1-yl)-2-((1-methyl-1H-Pyrazol-4-yl)amino)pyrimidin-4-yl)phenyl)acryloylamide